N-[2-(3,3-difluoropyrrolidin-1-yl)-4-(3,4-dihydro-2H-pyran-6-yl)-3-pyridyl]-2-iso-propoxy-pyrimidine-5-carboxamide FC1(CN(CC1)C1=NC=CC(=C1NC(=O)C=1C=NC(=NC1)OC(C)C)C1=CCCCO1)F